(3'R)-4'-(4-methoxybenzyl)-3'-methyl-4',5'-dihydro-3'H-spiro[cyclopropane-1,2'-pyrido[2,3-f][1,4]oxazepine]-7'-ol COC1=CC=C(CN2[C@@H](C3(OC4=C(C2)N=C(C=C4)O)CC3)C)C=C1